N-((1r,4r)-4-hydroxy-4-(trifluoromethyl)cyclohexyl)-2-(1H-imidazol-1-yl)-5H-pyrrolo[3,2-d]pyrimidine-4-carboxamide OC1(CCC(CC1)NC(=O)C=1C2=C(N=C(N1)N1C=NC=C1)C=CN2)C(F)(F)F